1-(5-bromopyridin-2-yl)-3-methylazetidin-3-ol BrC=1C=CC(=NC1)N1CC(C1)(O)C